3-chloro-2'-methyl-1'-[[1-(2-methylsulfonylethyl)triazol-4-yl]methyl]-2-(trifluoromethyl)spiro[4,5-dihydrothieno[2,3-c]pyran-7,4'-piperidine] ClC1=C(SC2=C1CCOC21CC(N(CC1)CC=1N=NN(C1)CCS(=O)(=O)C)C)C(F)(F)F